1,1,1-tris(hydroxymethyl)propane triacrylate C(C=C)(=O)O.C(C=C)(=O)O.C(C=C)(=O)O.OCC(CC)(CO)CO